(R)-4-methyl-2-morpholinemethylamine CN1C[C@H](OCC1)CN